7-bromo-5-(methoxymethyl)-1-methyl-2',3',5',6'-tetrahydrospiro[indoline-3,4'-pyran]-2-one BrC=1C=C(C=C2C1N(C(C21CCOCC1)=O)C)COC